1,4-Dilithiobenzol [Li]C1=CC=C(C=C1)[Li]